2-Fluoro-4-((tetrahydro-2H-pyran-2-yl)oxy)benzonitrile FC1=C(C#N)C=CC(=C1)OC1OCCCC1